[5-(4-aminocinnolin-7-yl)-2-(difluoromethoxy)-4-pyrazol-1-ylphenyl]boronic acid formate salt C(=O)O.NC1=CN=NC2=CC(=CC=C12)C=1C(=CC(=C(C1)B(O)O)OC(F)F)N1N=CC=C1